N1C(CC[C@H]1C(=O)O)=O (S)-2-pyrrolidone-5-carboxylic acid